C[Si](C)(C)C[Bi-](C[Si](C)(C)C)(Cl)Cl bis[(trimethylsilyl)methyl]bismuth (III) dichloride